dipotassium ethylenediamine tetraacetate hydrate O.C(C)(=O)ON(CCN(OC(C)=O)OC(C)=O)OC(C)=O.[K].[K]